ClC=1C(=NC(=NC1)C=1N=C(C=2N(C1)C=CN2)CC2=C(C=C(C(=C2)F)C)F)O 5-Chloro-2-(8-(2,5-difluoro-4-methylbenzyl)imidazo[1,2-a]pyrazin-6-yl)pyrimidin-4-ol